(R)-(6-hydroxy-2,5,7,8-tetramethylchroman-2-yl)(piperazin-1-yl)methanone OC=1C(=C2CC[C@](OC2=C(C1C)C)(C)C(=O)N1CCNCC1)C